N,N-diethyl-4-(7-((3-hydroxypropyl)amino)thieno[3,2-b]pyridin-5-yl)benzamide C(C)N(C(C1=CC=C(C=C1)C1=CC(=C2C(=N1)C=CS2)NCCCO)=O)CC